1,1-bis(isopropoxycarbothioylsulfanyl)-2-propanone C(C)(C)OC(=S)SC(C(C)=O)SC(=S)OC(C)C